NC(CO)O Aminoethylene glycol